NC=1C=2N(C3=CC(=C(C=C3N1)F)C(=O)N(CC=1C=NC(=CC1)C(F)(F)F)C1CC1)C=NC2 4-amino-N-cyclopropyl-7-fluoro-N-(6-(trifluoromethyl)pyridin-3-ylmethyl)imidazo[1,5-a]quinoxaline-8-formamide